p-tolyl acetate (p-tolyl acetate) C1(=CC=C(C=C1)CC(=O)O)C.C(C)(=O)OC1=CC=C(C=C1)C